O[C@H]1[C@@H](CCCC1)NC=1N=NC(=C2C1COCC2)C2=C(C=C(C=C2)C(F)(F)F)O 2-(4-{[(1r,2r)-2-hydroxycyclohexyl]amino}-7,8-dihydro-5H-pyrano[3,4-d]pyridazin-1-yl)-5-(trifluoromethyl)phenol